1-(6-cyclopropyl-2-(1-(methylamino)ethyl)imidazo[1,2-a]pyridin-8-yl)-3-methylimidazolidine-2,4-dione C1(CC1)C=1C=C(C=2N(C1)C=C(N2)C(C)NC)N2C(N(C(C2)=O)C)=O